N[C@@H](C)CC1=CC=CC=C1 (2S)-2-amino-3-phenylpropan